4-(((trans)-3-(4-cyanophenyl)cyclobutyl)thio)-1H-1,2,3-triazole-5-carboxylic acid 2,2,2-trifluoroacetate FC(C(=O)O)(F)F.C(#N)C1=CC=C(C=C1)[C@@H]1C[C@H](C1)SC=1N=NNC1C(=O)O